2-(2,6-dioxopiperidin-3-yl)-5-(4-hydroxy-1-((4-oxo-3,4-dihydrothieno[3,2-d]pyrimidin-2-yl)methyl)piperidin-4-yl)isoindoline-1,3-dione O=C1NC(CCC1N1C(C2=CC=C(C=C2C1=O)C1(CCN(CC1)CC=1NC(C2=C(N1)C=CS2)=O)O)=O)=O